3-butyl-6-methoxy-1-(pyridin-2-yl)-3,4-dihydroisoquinoline C(CCC)C1N=C(C2=CC=C(C=C2C1)OC)C1=NC=CC=C1